CN1C(C(=C(C2=CC=CC=C12)N1CC[C@@H](CCC1)OC1=CC=C(C=C1)C=1C=NN(C1)C)C#N)=O |r| (rac)-1-methyl-4-{4-[4-(1-methyl-1H-pyrazol-4-yl)phenoxy]azepan-1-yl}-2-oxo-1,2-dihydroquinoline-3-carbonitrile